NC=1C=2N(C3=CC(=CC=C3N1)C(=O)N(C1CC1)[C@@H]1COC3=C1C=CC(=C3)C#N)C=NC2 (S)-4-amino-N-(6-cyano-2,3-dihydrobenzofuran-3-yl)-N-cyclopropylimidazo[1,5-a]quinoxaline-8-carboxamide